(Z)-9-ethyl-2-(6-(2-fluoro-2-(6-(pyridazin-4-yl)pyridin-2-yl)vinyl)-3-((3-fluoropyridin-2-yl)oxy)-2-(trifluoromethyl)phenyl)-2,9-diazaspiro[5.5]undecane C(C)N1CCC2(CCCN(C2)C2=C(C(=CC=C2\C=C(\C2=NC(=CC=C2)C2=CN=NC=C2)/F)OC2=NC=CC=C2F)C(F)(F)F)CC1